2-amino-5-{7-methanesulfonamido-1-oxo-2-[(2S)-1,1,1-trifluoropropan-2-yl]-2,3-dihydro-1H-isoindol-5-yl}-N-(oxetan-3-yl)pyrazolo[1,5-a]pyrimidine-3-carboxamide NC1=NN2C(N=C(C=C2)C=2C=C3CN(C(C3=C(C2)NS(=O)(=O)C)=O)[C@H](C(F)(F)F)C)=C1C(=O)NC1COC1